cyclopropyl(methyl)amino(methyl(azetidine-1-carbonyl)-4-fluorobenzyl)phthalazin-1(2H)-one C1(CC1)C=1C(=C2C(=NN(C(C2=CC1)=O)C(C1=CC=C(C=C1)F)(C(=O)N1CCC1)C)N)C